ClC=1C=C(COC2=CC=C3CCN(CC3=C2)C(=O)OC(C)(C)C)C=CC1Cl t-butyl 7-((3,4-dichlorobenzyl) oxy)-3,4-dihydroisoquinoline-2(1H)-carboxylate